6-chloro-2-methylpyridine-3-carbaldehyde ClC1=CC=C(C(=N1)C)C=O